bis(octadecyl) disulphide C(CCCCCCCCCCCCCCCCC)SSCCCCCCCCCCCCCCCCCC